Cl.C1=NCN2C1=CC=CC=C2 imidazo[1,5-a]azepine hydrochloride